O=C1C(=CN=C(N1CC(=O)OCCCC)N1CCCCC1)N[C@H](C)C=1SC(=CC1)C1=CC=CC=C1 butyl (R)-2-(6-oxo-5-((1-(5-phenylthiophen-2-yl)ethyl)amino)-2-(piperidin-1-yl)pyrimidin-1(6H)-yl)acetate